2-(11,11-diphenyl-11H-benzo[b]fluoren-4-yl)-4,4,5,5-tetramethyl-1,3,2-dioxaborolane C1(=CC=CC=C1)C1(C=2C=CC=C(C2C=2C=C3C(=CC12)C=CC=C3)B3OC(C(O3)(C)C)(C)C)C3=CC=CC=C3